ClC1=CC=C(C=C1)C=1N=C2SC3=C(N2C1)C=CC(=C3)CO (2-(4-chlorophenyl)benzo[d]imidazo[2,1-b]thiazol-7-yl)methanol